(S)-1-(3-(3-aminopyrrolidin-1-yl)phenyl)-N-(4-(4-morpholino-7H-pyrrolo[2,3-d]pyrimidin-6-yl)phenyl)methanesulfonamide N[C@@H]1CN(CC1)C=1C=C(C=CC1)CS(=O)(=O)NC1=CC=C(C=C1)C1=CC2=C(N=CN=C2N2CCOCC2)N1